C(C1=CC=CC=C1)N1N=CC=2C1=NC(=CN2)Cl 1-benzyl-6-chloro-1H-pyrazolo[3,4-b]pyrazine